ethyl 5-(pyridin-2-yl)-2-((2-(trimethylsilyl)ethoxy)methyl)-2H-1,2,3-triazole-4-carboxylate N1=C(C=CC=C1)C=1C(=NN(N1)COCC[Si](C)(C)C)C(=O)OCC